O=C1NC(CC[C@@H]1C1=CC=C(C=N1)N1CCC(CC1)CN1CCN(CC1)C(=O)OC(C)(C)C)=O tert-butyl 4-[(1-{6-[(3R)-2,6-dioxopiperidin-3-yl]pyridin-3-yl}piperidin-4-yl)methyl]piperazine-1-carboxylate